oxalate dihydrate O.O.C(C(=O)O)(=O)O